N-(4-(5-(1-propenylpiperidin-4-yl)-7-((2-(trimethylsilyl)ethoxy)methyl)-7H-pyrrolo[2,3-d]pyrimidin-4-yl)-2-methylbenzyl)-4-(tert-butyl)benzamide C(=CC)N1CCC(CC1)C1=CN(C=2N=CN=C(C21)C2=CC(=C(CNC(C1=CC=C(C=C1)C(C)(C)C)=O)C=C2)C)COCC[Si](C)(C)C